FC(S(=O)(=O)NC1=CC(=CC=C1)C1=NN(C(C2=CC=CC=C12)=O)C1=CC=C(C=C1)F)(F)F 1,1,1-Trifluoro-N-(3-(3-(4-fluorophenyl)-4-oxo-3,4-dihydrophthalazin-1-yl)phenyl)methanesulfonamide